tert-butyl 3-(4-acetoxybenzoylamino)-4-oxopiperidine-1-carboxylate C(C)(=O)OC1=CC=C(C(=O)NC2CN(CCC2=O)C(=O)OC(C)(C)C)C=C1